C(C(O)C)(=O)SC[C@H](NC(CC[C@@H](N)C(=O)O)=O)C(=O)NCC(=O)O (R)-S-Lactoylglutathione